N-[4-(1,1-Dimethylethyl)phenyl][1,1'-biphenyl]-4-amine CC(C)(C)C1=CC=C(C=C1)NC1=CC=C(C=C1)C1=CC=CC=C1